N1C=NC2=C1C=CC(=C2)NC(C2=CC(=CC=C2)CNC2=CC1=C(NC(CO1)=O)C=C2)=O N-(1H-1,3-Benzodiazol-5-yl)-3-{[(3-oxo-3,4-dihydro-2H-1,4-benzoxazin-7-yl)amino]methyl}-benzamid